NC=1C=CC(=NC1)C(C(C)(C1=NC=CC=C1)C)=O (5-aminopyridin-2-yl)-2-methyl-2-(pyridin-2-yl)propan-1-one